C(C)(C)(C)OC(=O)N1C(C[C@@H](C1)CCCNC1=NC(=CC=C1)S(NC(=O)C=1C(=NC(=NC1)Cl)Cl)(=O)=O)(C)C.C1(=CC=CC=C1)NC1=CC=C(C=C1)C=1C=C(C2=CC=CC=C2C1)C1=CC=CC=C1 N-phenyl-4-(phenylnaphthalen-3-yl)aniline tert-butyl-(4S)-4-[3-[[6-[(2,4-dichloropyrimidine-5-carbonyl)sulfamoyl]-2-pyridyl]amino]propyl]-2,2-dimethyl-pyrrolidine-1-carboxylate